2,4,6-tris(2-hydroxy-3-methyl-4-octyloxyphenyl)-1,3,5-triazine tert-butyl-(3R)-3-(((3-chloro-6-methoxypyridin-2-yl)oxy)methyl)-2-azabicyclo[3.1.0]hexane-2-carboxylate C(C)(C)(C)OC(=O)N1C2CC2C[C@@H]1COC1=NC(=CC=C1Cl)OC.OC1=C(C=CC(=C1C)OCCCCCCCC)C1=NC(=NC(=N1)C1=C(C(=C(C=C1)OCCCCCCCC)C)O)C1=C(C(=C(C=C1)OCCCCCCCC)C)O